3-chloro-2-methoxy-5-(2-(4-((2-(methylsulfonyl)pyrimidin-4-yl)methoxy)phenyl)propan-2-yl)benzonitrile ClC=1C(=C(C#N)C=C(C1)C(C)(C)C1=CC=C(C=C1)OCC1=NC(=NC=C1)S(=O)(=O)C)OC